1-Methyl-2-oxo-N-phenyl-5,6,7,8-tetrahydroquinoline-3-carboxamide CN1C(C(=CC=2CCCCC12)C(=O)NC1=CC=CC=C1)=O